Benzyl N-[(1R)-1-[[(3-amino-3-oxo-propyl)-(2-chloroacetyl)amino]carbamoyl]-3-methyl-butyl]carbamate NC(CCN(C(CCl)=O)NC(=O)[C@@H](CC(C)C)NC(OCC1=CC=CC=C1)=O)=O